5-fluoro-N-{2-[(3S,4R)-3-fluoro-4-(2-methoxyethoxy)piperidin-1-yl]pyrimidin-4-yl}-8-[(2R,3S)-3-(methanesulfonylmeth-yl)-2-methylazetidin-1-yl]isoquinolin-3-amine FC1=C2C=C(N=CC2=C(C=C1)N1[C@@H]([C@H](C1)CS(=O)(=O)C)C)NC1=NC(=NC=C1)N1C[C@@H]([C@@H](CC1)OCCOC)F